3-(benzyloxy)cyclobutane-1-carboxylic acid C(C1=CC=CC=C1)OC1CC(C1)C(=O)O